FC1CC(C1)CC#CC=1C=C(OC2=C(N=NN2)C(=O)O)C=CC1 5-(3-(3-(3-fluorocyclobutyl)prop-1-ynyl)phenoxy)-1H-1,2,3-triazole-4-carboxylic acid